N-(2,2,2-trifluoroethyl)propan-2-amine FC(CNC(C)C)(F)F